5-fluorocinnoline FC1=C2C=CN=NC2=CC=C1